FC(CC)(F)C=1C=C(C=CC1)NC(=O)C1=C(NC(=C1O)C1=CC=C(C=C1)OC)C N-(3-(1,1-difluoropropyl)phenyl)-4-hydroxy-5-(4-methoxyphenyl)-2-methyl-1H-pyrrole-3-carboxamide